(5'S,7a'R)-5'-phenyl-1-(pyrazolo[1,5-a][1,3,5]triazin-4-yl)tetrahydro-3'H-spiro[piperidine-4,2'-pyrrolo[2,1-b][1,3]oxazol]-3'-one C1(=CC=CC=C1)[C@@H]1CC[C@H]2OC3(C(N21)=O)CCN(CC3)C3=NC=NC=2N3N=CC2